Cl.NCC=1C=NN(C1)CC1=CC2=C(C(=NO2)NS(=O)(=O)C2=C(C=CC=C2)OC)C=C1OC N-(6-((4-(aminomethyl)-1H-pyrazol-1-yl)methyl)-5-methoxybenzo[d]isoxazol-3-yl)-2-methoxybenzenesulfonamide hydrochloride